O1C2=C(OCC1)C=C(C=C2)[C@H]2N(CCC2)CC2=CC=C(C=C2)N2N=CN=C2 (S)-1-(4-((2-(2,3-dihydrobenzo[b][1,4]dioxin-6-yl)pyrrolidin-1-yl)methyl)Phenyl)-1H-1,2,4-triazole